ClC1=NC(=C(C(=N1)NC(CC(=O)OCC)C(C)(C=1SC=CN1)C)F)C=1SC=CC1 ethyl 3-((2-chloro-5-fluoro-6-(thiophen-2-yl)pyrimidin-4-yl)amino)-4-methyl-4-(thiazol-2-yl)pentanoate